Tert-butyl-4-[(4-ethyl-3-pyridyl)-[6-(trifluoromethyl)-3-pyridyl]amino]piperidine-1-carboxylate C(C)(C)(C)OC(=O)N1CCC(CC1)N(C=1C=NC(=CC1)C(F)(F)F)C=1C=NC=CC1CC